(S)-1-(6-(4-((((2-(2-Aminopyrimidin-5-yl)-4-morpholinothieno[3,2-d]pyrimidin-6-yl)methyl)(methyl)amino)methyl)phenyl)-2-methyl-3,4-dihydroquinolin-1(2H)-yl)ethan-1-one NC1=NC=C(C=N1)C=1N=C(C2=C(N1)C=C(S2)CN(C)CC2=CC=C(C=C2)C=2C=C1CC[C@@H](N(C1=CC2)C(C)=O)C)N2CCOCC2